6-[5-(4-chlorophenyl)-1,3,4-oxadiazol-2-yl]-1-ethylpiperidin-3-amine ClC1=CC=C(C=C1)C1=NN=C(O1)C1CCC(CN1CC)N